4,6-dichloro-2-methyl-2,3-dihydro-1H-pyrrolo[3,4-c]pyridin-1-one ClC1=NC(=CC2=C1CN(C2=O)C)Cl